2-(2-chlorophenyl)-4-oxo-4-phenylbutyronitrile ClC1=C(C=CC=C1)C(C#N)CC(C1=CC=CC=C1)=O